OC1CCC(CC1)C1(C(C1)CCNC1=CC(=CC=C1)OC(F)(F)F)C(=O)N ((1r,4r)-4-hydroxycyclohexyl)-2-(2-((3-(trifluoromethoxy)phenyl)amino)ethyl)cyclopropane-1-carboxamide